(R)-N-methyl-N-(pyrrolidin-3-yl)quinolin-6-amine hydrochloride Cl.CN(C=1C=C2C=CC=NC2=CC1)[C@H]1CNCC1